C(C)(C)N1N=C(N=C1[C@@H]1C[C@H](CC1)C1OCCCNC1)C=1C=NC(=CC1)C(F)(F)F ((1S,3S)-3-(1-isopropyl-3-(6-(trifluoromethyl)pyridin-3-yl)-1H-1,2,4-triazol-5-yl)cyclopentyl)-1,4-oxaazepane